deoxy-d-arabino-heptulosonate C(C(=O)C[C@@H](O)[C@H](O)[C@H](O)CO)(=O)[O-]